FC=1C=C(C=C(C1)C(F)(F)F)C=1CCCC2=C(C1C1=CC=C(C=C1)C=C1CN(C1)CCCF)C=CC=C2 8-(3-Fluoro-5-(trifluoromethyl)phenyl)-9-(4-((1-(3-fluoropropyl)azetidin-3-yliden)methyl)phenyl)-6,7-dihydro-5H-benzo[7]annulen